N-(3-(4'-((3-Hydroxy-3-methylbutyl)sulfonyl)-4,5,5',6'-tetrahydro-2H-spiro[furan-3,8'-pyrano[3,4-b]pyridin]-2'-yl)-1H-pyrrolo[2,3-c]pyridin-5-yl)acetamide OC(CCS(=O)(=O)C1=C2C(=NC(=C1)C1=CNC3=CN=C(C=C31)NC(C)=O)C3(OCC2)COCC3)(C)C